C(C)(CC)O[Zr] mono-sec-butoxyzirconium